2-((5,6-dihydro-4H-cyclopenta[d]thiazol-2-yl)amino)-1-methyl-1H-benzo[d]imidazole-5-carboxylic acid S1C(=NC2=C1CCC2)NC2=NC1=C(N2C)C=CC(=C1)C(=O)O